tert-butyl {(2S)-1-[(2-aminoethyl)amino]-4-[{(1R)-1-[1-benzyl-4-(2,5-difluorophenyl)-1H-imidazol-2-yl]-2,2-dimethylpropyl}(glycoloyl)amino]-1-oxobutan-2-yl}carbamate NCCNC([C@H](CCN(C(CO)=O)[C@H](C(C)(C)C)C=1N(C=C(N1)C1=C(C=CC(=C1)F)F)CC1=CC=CC=C1)NC(OC(C)(C)C)=O)=O